C(C)(C)(C)OC(=O)N1CCNCC1.C(C)C(CN1CCN(CC1)C(=O)OC(C)(C)C)(CC)O tert-butyl 4-(2-ethyl-2-hydroxybutyl)piperazin-1-carboxylate Tert-butyl-piperazin-1-carboxylate